FC(C1CC(C1)(O)C1=CC=2C(=NC(=CC2)C2=CC=3C(N=C2)=NN(C3)CC)S1)F 3-(difluoromethyl)-1-(6-(2-ethyl-2H-pyrazolo[3,4-b]pyridin-5-yl)thieno[2,3-b]pyridin-2-yl)cyclobutanol